3-(3-((6-(2-fluorophenoxy)pyridin-3-yl)methyl)isoxazol-5-yl)pyridin-2-amine FC1=C(OC2=CC=C(C=N2)CC2=NOC(=C2)C=2C(=NC=CC2)N)C=CC=C1